FC1=C(C=C(C=C1F)F)C1C(NC=N1)N 5-(2,3,5-Trifluorophenyl)-4,5-dihydro-3H-imidazol-4-amine